1,3-Di-n-butyl-5-isobutyl-4-hydroxy-pyrazole C(CCC)N1N=C(C(=C1CC(C)C)O)CCCC